4-[[2-(5-fluoro-3,3-dimethyl-2-oxo-benzofuran-6-yl)acetyl]amino]-N-[1-(trifluoromethyl)cyclopropyl]pyridine-2-carboxamide FC=1C(=CC2=C(C(C(O2)=O)(C)C)C1)CC(=O)NC1=CC(=NC=C1)C(=O)NC1(CC1)C(F)(F)F